3,3'-dihydroxyl-[1,1'-biphenyl]-4,4'-dicarboxaldehyde OC=1C=C(C=CC1C=O)C1=CC(=C(C=C1)C=O)O